lauryldodecylphenyl ether C(CCCCCCCCCCC)C=1C(=C(C=CC1)OC1=C(C(=CC=C1)CCCCCCCCCCCC)CCCCCCCCCCCC)CCCCCCCCCCCC